C1(=C(C(=CC(=C1)C)C)C=O)C mesityleneAl